OC(CN(CCNC(CCCCCCCCCCCCC)=O)CCO)CO N-[2-[(2,3-dihydroxypropyl)(2-hydroxyethyl)amino]ethyl]myristamide